lithium 2-(azetidin-1-ylmethyl)-3-methylbutanoate N1(CCC1)CC(C(=O)[O-])C(C)C.[Li+]